N2-(3-(((1-ethylpyrrolidin-3-yl)oxy)methyl)-4-methoxyphenyl)-N4,6-dimethylpyrimidine-2,4-diamine C(C)N1CC(CC1)OCC=1C=C(C=CC1OC)NC1=NC(=CC(=N1)NC)C